1-(2-ethoxy-2-oxoethyl)-4-methylpiperidine-4-carboxylate C(C)OC(CN1CCC(CC1)(C(=O)[O-])C)=O